BrC=1C=CC(=NC1)N(C(C1=CN=C(C=C1)Cl)=O)C N-(5-bromopyridin-2-yl)-6-chloro-N-methylnicotinamide